phenylpyrazolineacetyl-coa C1(=CC=CC=C1)N1N(CC=C1)CC(=O)SCCNC(CCNC([C@@H](C(COP(OP(OC[C@@H]1[C@H]([C@H]([C@@H](O1)N1C=NC=2C(N)=NC=NC12)O)OP(=O)(O)O)(=O)O)(=O)O)(C)C)O)=O)=O